CC1(OC=C(O1)[C@H]1SC[C@H]2OC(O[C@H]21)(C)C)C (3AR,4S,6aS)-4-(2,2-dimethyl-1,3-dioxol-4-yl)-2,2-dimethyltetrahydrothieno[3,4-d][1,3]dioxole